tert-butyl (2R,3S,4S)-4-[(tert-butoxycarbonyl)oxy]-3-{[(4-hydroxybutyl)carbamoyl]oxy}-2-[(4-methoxyphenyl)methyl]pyrrolidine-1-carboxylate C(C)(C)(C)OC(=O)O[C@@H]1[C@H]([C@H](N(C1)C(=O)OC(C)(C)C)CC1=CC=C(C=C1)OC)OC(NCCCCO)=O